NC1=CC(=C(CC2=CC(=C(C=C2)O)CC2=CC=C(C=C2)F)C(=C1)Cl)Cl 4-(4-amino-2,6-dichlorobenzyl)-2-(4-fluorobenzyl)phenol